OC1=C(N(C(=CC1=O)C)CCCCC)CNC(C1=CC=C(C=C1)OC)=O N-((3-hydroxy-6-methyl-4-oxo-1-pentyl-1,4-dihydropyridin-2-yl)methyl)-4-methoxybenzamide